C12CN(CCC(CC1)N2)C2=NC(=C(C(=N2)C(=O)N)C2=C(C(=CC=C2)Cl)Cl)C 2-(3,9-diaza-bicyclo[4.2.1]-non-3-yl)-5-(2,3-dichloro-phenyl)-6-methyl-pyrimidine-4-carboxylic acid amide